2-azaspiro[3.4]octane-2-carboxylate C1N(CC12CCCC2)C(=O)[O-]